N-[(1S,2R)-2-(4-cyclopropylphenyl)-1-methyl-2-[[6-[[(3S)-1-[(3R)-5-oxotetrahydrofuran-3-carbonyl]-3-piperidinyl]carbamoyl]-3-pyridinyl]oxy]ethyl]oxazole-4-carboxamide C1(CC1)C1=CC=C(C=C1)[C@H]([C@H](C)NC(=O)C=1N=COC1)OC=1C=NC(=CC1)C(N[C@@H]1CN(CCC1)C(=O)[C@H]1COC(C1)=O)=O